6-((6-cyanopyridin-3-yl)methyl)-5-hydroxy-1,7-naphthyridine-2,6-dicarboxamide C(#N)C1=CC=C(C=N1)CC1(C(C=2C=CC(=NC2C=N1)C(=O)N)O)C(=O)N